CC1=NN=C2N1CCC(C2)CN (3-methyl-5,6,7,8-tetrahydro-[1,2,4]triazolo[4,3-a]pyridin-7-yl)methanamine